tert-Butyl 4-(8-bromo-4-oxo-4H-chromen-2-yl)piperazine-1-carboxylate BrC=1C=CC=C2C(C=C(OC12)N1CCN(CC1)C(=O)OC(C)(C)C)=O